N-(1-methylcyclopropyl)-7-(pyridin-4-yl)isoquinolin-5-amine CC1(CC1)NC=1C=2C=CN=CC2C=C(C1)C1=CC=NC=C1